3,3,5-trimethylcaprolactone CC1(CC(=O)OCC(C1)C)C